ethyl (3R)-3-(7-{[(4R)-6-chloro-4-ethyl-1,1-dioxido-3,4-dihydro-2H-5,1,2-benzoxathiazepin-2-yl]methyl}-2,3-dihydro-1H-inden-5-yl)-3-(1,4-dimethyl-1H-benzotriazol-5-yl)propanoate ClC1=CC=CC2=C1O[C@@H](CN(S2(=O)=O)CC=2C=C(C=C1CCCC21)[C@@H](CC(=O)OCC)C2=C(C1=C(N(N=N1)C)C=C2)C)CC